ClC1=C2C=C(N(C2=CC=C1Cl)C)C(=O)N[C@@]1(COCC1)C1=CC=C(C=C1)CC#N |r| (±)-4,5-dichloro-N-[3-[4-(cyanomethyl)phenyl]tetrahydrofuran-3-yl]-1-methyl-indole-2-carboxamide